(R)-4-(2-(2-methoxyphenyl)azepan-1-yl)-6-methylpyrimidin-2-amine COC1=C(C=CC=C1)[C@@H]1N(CCCCC1)C1=NC(=NC(=C1)C)N